CN1C(=NC2=C3C=CC=NC3=C3N=CC=CC3=C21)C2=CC=C(C=C2)C2=CC1=CC=CC=C1C=C2 1-methyl-2-(4-(naphthalen-2-yl)phenyl)-1H-imidazo[4,5-f]-[1,10]phenanthroline